4-ACETYL-2-PYRIDINECARBOXALDEHYDE C(C)(=O)C1=CC(=NC=C1)C=O